methyl 6-bromo-2-methyl-3-nitro-benzoate BrC1=CC=C(C(=C1C(=O)OC)C)[N+](=O)[O-]